N-(5-(5-(2-(4,4-Difluoropiperidin-1-yl)-6-methylpyrimidin-4-yl)-1,3,4-oxadiazol-2-yl)-6-(6-azaspiro[2.5]octan-6-yl)pyrazin-2-yl)-2-hydroxyethane-1-sulfonamide FC1(CCN(CC1)C1=NC(=CC(=N1)C1=NN=C(O1)C=1N=CC(=NC1N1CCC2(CC2)CC1)NS(=O)(=O)CCO)C)F